ClCC(=O)O[C@H](C(=O)OCC1=CC(=NC(=C1)Cl)Cl)CC1=CC=CC=C1 (2,6-Dichloropyridin-4-yl)methyl (S)-2-(2-chloroacetoxy)-3-phenylpropanoate